BrC1=CC=C(C=C1)N1CC2(C1)CCN(CC2)C2COC2 2-(4-bromophenyl)-7-(oxetan-3-yl)-2,7-diazaspiro[3.5]Nonane